(1R,5S)-6,6-dimethyl-N-((S)-1-oxo-3-phenylprop-2-yl)-3-(quinoline-2-carbonyl)-3-azabicyclo[3.1.0]hexane-2-carboxamide CC1([C@H]2CN(C([C@@H]12)C(=O)N[C@H](C=O)CC1=CC=CC=C1)C(=O)C1=NC2=CC=CC=C2C=C1)C